C(=O)(O)CC1=C(C(=O)O)C=CC(=C1)O 2-(carboxymethyl)-4-hydroxybenzoic acid